4-(carboxy-hydroxy-methyl)-benzoic acid tert-butyl ester C(C)(C)(C)OC(C1=CC=C(C=C1)C(O)C(=O)O)=O